3-(4-cyano-pyridin-2-yl)-N-(5-fluoropyridin-3-yl)-2-oxo-1,3-oxazinane-4-carboxamide C(#N)C1=CC(=NC=C1)N1C(OCCC1C(=O)NC=1C=NC=C(C1)F)=O